(R)-4-(bromomethyl)oxazolidin-2-one BrC[C@@H]1NC(OC1)=O